4-(3-((((1R,3R)-3-aminocyclohexyl)methyl)amino)-1-(1-(2-hydroxyethyl)-1H-indazol-5-yl)-1H-pyrazol-5-yl)-2-fluorobenzonitrile N[C@H]1C[C@@H](CCC1)CNC1=NN(C(=C1)C1=CC(=C(C#N)C=C1)F)C=1C=C2C=NN(C2=CC1)CCO